tert-butyl 4-(4-(N-((5-(methoxycarbonyl)pyridin-2-yl)methyl)ethylsulfonamido)benzyl)piperazin-c-1-carboxylate COC(=O)C=1C=CC(=NC1)CN(S(=O)(=O)CC)C1=CC=C(CN2CCN(CC2)C(=O)OC(C)(C)C)C=C1